C1CC12N(CCCC2)C(CN2C(C1=CC(=CC=C1C2)C2=NC(=NC=C2Cl)NC2CCOCC2)=O)=O 2-(2-{4-azaspiro[2.5]octan-4-yl}-2-oxoethyl)-6-{5-chloro-2-[(oxan-4-yl)amino]pyrimidin-4-yl}-2,3-dihydro-1H-isoindol-1-one